C(C1=CC=CC=C1)[C@H]1N(C(OC1)=O)C(=O)[C@@H]1CN(C[C@H]1C1=CC(=C(C=C1)Cl)Cl)C(=O)OC(C)(C)C tert-butyl (3S,4R)-3-{[(4R)-4-benzyl-2-oxo-1,3-oxazolidin-3-yl]carbonyl}-4-(3,4-dichlorophenyl)pyrrolidine-1-carboxylate